CC(C)C(CC)C 2,3-Dimethylpentan